2-(2-(4-benzyl-3,5-dioxo-1,2,4-thiadiazolidin-2-yl)ethoxy)-6-hydroxybenzoic acid C(C1=CC=CC=C1)N1C(N(SC1=O)CCOC1=C(C(=O)O)C(=CC=C1)O)=O